C(C)OC(=O)[C@H]1CN(CCC1)C(=O)C1=CC2=C(C(C=3N=CC=NC3C2=O)=O)S1 (R)-1-(5,9-dioxo-5,9-dihydrothieno[2,3-g]quinoxaline-7-carbonyl)piperidine-3-carboxylic acid ethyl ester